[Zn].[Bi] bismuth-zinc